N1=CN=CC=2CCC3(CC12)CC1=CC=CC=C1CC3 3,4,5',8'-tetrahydro-1H,6'H-spiro[naphthalene-2,7'-Quinazoline]